[Si]=O silicon monoxid